N1C=NC2=C1C=CC(=C2)C2=NN=C(O2)C=2C=CC(=C(C#N)C2)NCC(C)(F)F 5-[5-(1H-1,3-benzodiazol-5-yl)-1,3,4-oxadiazol-2-yl]-2-[(2,2-difluoro-propyl)amino]benzonitrile